29,29-dimethyl-10,27-dioxo-3,6,28-trioxa-9-azatriacontan-1-oic acid CC(OC(CCCCCCCCCCCCCCCCC(NCCOCCOCC(=O)O)=O)=O)(C)C